(S)-2-Fluoro-5-(5-(3-methylmorpholino)-1H-pyrazolo[3,4-c]pyridin-1-yl)-3-(trifluoromethyl)phenol FC1=C(C=C(C=C1C(F)(F)F)N1N=CC=2C1=CN=C(C2)N2[C@H](COCC2)C)O